FC1=CC=C(C=C1)C1N(CC1CNC1=CC=CC=2N1C=C(N2)C(F)(F)F)C(=O)NC([2H])([2H])[2H] (4-Fluorophenyl)-N-(methyl-d3)-3-(((2-(trifluoromethyl)imidazo[1,2-a]pyridin-5-yl)amino)methyl)azetidine-1-carboxamide